[6-(4-tert-Butylpyrazol-1-yl)-5-methyl-3-pyridyl]-[4-(5-methyloxazolo[4,5-b]pyridin-2-yl)piperazin-1-yl]methanon C(C)(C)(C)C=1C=NN(C1)C1=C(C=C(C=N1)C(=O)N1CCN(CC1)C=1OC=2C(=NC(=CC2)C)N1)C